ClC1=CNC2=C(C=C(C(=C12)C[C@H]1[C@@H](CN(CC1)C)C1=CC=C(C(=O)O)C=C1)C)C 4-((3R,4R)-4-((3-chloro-5,7-dimethyl-1H-indol-4-yl)methyl)-1-methylpiperidin-3-yl)benzoic acid